Cl.COC=1N=C2C(=CC=NC2=CC1OC)OC1=C(C=C(C=C1)NC(=O)C1=CN(C(=C(C1=O)C1=CC=CC=C1)C)C)F N-[4-[(6,7-Dimethoxy-1,5-naphthyridin-4-yl)oxy]-3-fluorophenyl]-1,6-dimethyl-4-oxo-5-phenylpyridine-3-carboxamide hydrochloride